5-chloro-1'-[2-({1-[(cis)-3-hydroxy-3-methylcyclobutyl]-7-(trifluoromethyl)-1H-indazol-5-yl}oxy)ethyl]-1,2-dihydrospiro[indole-3,4'-piperidin]-2-one ClC=1C=C2C(=CC1)NC(C21CCN(CC1)CCOC=1C=C2C=NN(C2=C(C1)C(F)(F)F)C1CC(C1)(C)O)=O